O=C1NC=NC2=CC(=CC=C12)C=1C=C(C=CC1)NC(C=C)=O N-[3-(4-oxo-3,4-dihydroquinazolin-7-yl)phenyl]prop-2-enamide